isopropenylphenyl-ethylamin C(=C)(C)N(CC)C1=CC=CC=C1